C(#C)C1=C(C=C(C=N1)CN1C2CN(CC1C2)C2=CC=C(C=N2)C=2C=1N(C=C(C2)OCC(C)(C)O)N=CC1C#N)F 4-(6-(6-((6-ethynyl-5-fluoropyridin-3-yl)methyl)-3,6-diazabicyclo[3.1.1]heptan-3-yl)pyridin-3-yl)-6-(2-hydroxy-2-methylpropyloxy)pyrazolo[1,5-a]pyridine-3-carbonitrile